S(SC1=CC(=C(C=C1)Cl)[N+](=O)[O-])C1=CC(=C(C=C1)Cl)[N+](=O)[O-] 1,1'-Disulfanediylbis(4-chloro-3-nitrobenzene)